(S)-N-(4-chloro-1-oxo-3-(1-((5-oxo-5,8-dihydropyrido[2,3-d]pyrimidin-4-yl)amino)ethyl)-2-phenyl-1,2-dihydroisoquinolin-8-yl)cyclopropanesulfonamide ClC1=C(N(C(C2=C(C=CC=C12)NS(=O)(=O)C1CC1)=O)C1=CC=CC=C1)[C@H](C)NC=1C2=C(N=CN1)NC=CC2=O